NC=1C=C(C=CC1)NC(CN1C(=NC2=C1C=CC=C2)C2=CC=C(C(=O)NC1=CC(=CC=C1)OC)C=C2)=O 4-{1-{2-[(3-Aminophenyl)amino]-2-oxoethyl}-1H-benzimidazol-2-yl}-N-(3-methoxyphenyl)benzamide